tert-butyl (1-pyridin-2-ylpyrrolidin-3-yl)carbamate N1=C(C=CC=C1)N1CC(CC1)NC(OC(C)(C)C)=O